Aluminum zirconium tetrachloride [Cl-].[Cl-].[Cl-].[Cl-].[Zr+4].[Al+3]